ethyl 2-(2-(6-(4-fluorophenyl)-4-methylpyridazin-3-yl) hydrazino)-2-oxoacetate FC1=CC=C(C=C1)C1=CC(=C(N=N1)NNC(C(=O)OCC)=O)C